(R)-N-(4-fluoro-3-methylphenyl)-5-(2-((1-hydroxy-3,3-dimethylbutan-2-yl)amino)-2-oxoacetyl)-1,2,4-trimethyl-1H-pyrrole-3-carboxamide FC1=C(C=C(C=C1)NC(=O)C1=C(N(C(=C1C)C(C(=O)N[C@@H](CO)C(C)(C)C)=O)C)C)C